O1CC(CC1)NC[C@H]1OCCN2C3=CC=CC=C3C(C=3C(NC(C3C=3C=4C=CC=CC4N(CC1)C3)=O)=O)=C2 (18S)-18-[(oxolan-3-ylamino)methyl]-17-oxa-4,14,21-triazahexacyclo[19.6.1.1^{7,14}.0^{2,6}.0^{8,13}.0^{22,27}]nonacosa-1(28),2(6),7(29),8,10,12,22(27),23,25-nonaene-3,5-dione